(R)-3-hydroxy-1-oxo-8-azaspiro[4.5]decane-8-carboxylic acid tert-butyl ester C(C)(C)(C)OC(=O)N1CCC2(C[C@H](CC2=O)O)CC1